(S)-8-chloro-4-((3-chloro-4-fluorophenyl)amino)-6-(((1-isopropyl-1H-1,2,3-triazol-4-yl)(2-(oxetan-3-yl)isoindolin-4-yl)methyl)amino)quinoline-3-carbonitrile ClC=1C=C(C=C2C(=C(C=NC12)C#N)NC1=CC(=C(C=C1)F)Cl)N[C@@H](C1=C2CN(CC2=CC=C1)C1COC1)C=1N=NN(C1)C(C)C